4-(benzo[d]thiazol-2-ylamino)-1-(2,6-difluorophenyl)-1H-pyrazole-3-carboxamide S1C(=NC2=C1C=CC=C2)NC=2C(=NN(C2)C2=C(C=CC=C2F)F)C(=O)N